Methyl 2'-chloro-5'-methoxy-3-((phenoxythiocarboxycarbonyl) amino)-[1,1'-biphenyl]-4-carboxylate ClC1=C(C=C(C=C1)OC)C1=CC(=C(C=C1)C(=O)OC)NC(=O)C(=SOC1=CC=CC=C1)O